[2-[4-fluoro-2-(2-methyl-6-morpholin-4-ylpyrimidin-4-yl)oxyphenyl]pyrimidin-5-yl]methanamine FC1=CC(=C(C=C1)C1=NC=C(C=N1)CN)OC1=NC(=NC(=C1)N1CCOCC1)C